3-bromo-5-((4-((tert-butyldimethylsilyl)oxy)tetrahydrofuran-3-yl)amino)benzonitrile BrC=1C=C(C#N)C=C(C1)NC1COCC1O[Si](C)(C)C(C)(C)C